3-chloro-N-(4-hydroxy-3-pentanamidophenyl)benzamide [(3R)-1-methylpyrrolidin-3-yl]5-[6-[5-(6-methyl-2-pyridyl)-1H-imidazol-4-yl]-3-quinolyl]pyridine-2-carboxylate CN1C[C@@H](CC1)OC(=O)C1=NC=C(C=C1)C=1C=NC2=CC=C(C=C2C1)C=1N=CNC1C1=NC(=CC=C1)C.ClC=1C=C(C(=O)NC2=CC(=C(C=C2)O)NC(CCCC)=O)C=CC1